C(C1=CC=CC=C1)OC(=O)N1C[C@@H]2C([C@@H]2C1)N(C)C(=O)OC(C)(C)C (1R,5S,6s)-6-((tert-butoxycarbonyl)(methyl)amino)-3-azabicyclo[3.1.0]hexane-3-carboxylic acid benzyl ester